Leucine, trimethylsilyl ester N[C@@H](CC(C)C)C(=O)O[Si](C)(C)C